C(CCC)N(C1=NC=C(C=N1)B1OC(C(O1)(C)C)(C)C)CC N-butyl-N-ethyl-5-(4,4,5,5-tetramethyl-1,3,2-dioxaborolan-2-yl)pyrimidin-2-amine